OCC1=C(C=C(C=C1)NC(=O)C1CNCC(C1)C(F)(F)F)C(F)(F)F N-(4-(hydroxymethyl)-3-(trifluoromethyl)phenyl)-5-(trifluoromethyl)piperidine-3-carboxamide